4-(4-((1H-1,2,4-triazol-1-yl)methyl)phenyl)-5-(quinolin-2-yl)-2,4-dihydro-3H-1,2,4-triazole-3-thione N1(N=CN=C1)CC1=CC=C(C=C1)N1C(NN=C1C1=NC2=CC=CC=C2C=C1)=S